3-{[(3,4-Dihydro-2H-pyrido[3,2-b][1,4]oxazin-7-yl)methyl]amino}-N-[(1S,2S)-2-hydroxycyclohexyl]-4-methylbenzamide O1C2=C(NCC1)N=CC(=C2)CNC=2C=C(C(=O)N[C@@H]1[C@H](CCCC1)O)C=CC2C